rac-7-[2-(2,7-dimethyloxazolo[5,4-b]pyridin-5-yl)-4-oxo-pyrido[1,2-a]pyrimidin-7-yl]-4-azaspiro[2.5]octane-4-carboxylic acid tert-butyl ester C(C)(C)(C)OC(=O)N1C2(CC2)C[C@@H](CC1)C=1C=CC=2N(C(C=C(N2)C2=CC(=C3C(=N2)OC(=N3)C)C)=O)C1 |r|